C(CCCCCCC)OCOCCCC(CC(CC(CC(CC(C)I)C)C)C)C 12-iodo-4,6,8,10-tetramethyltridecyl octyloxymethyl ether